BrC=1C=CC(=C(C#N)C1)CBr 5-bromo-2-(bromomethyl)benzonitrile